C[C@@H]1OC=2C=C(C=C(C2[C@H]2[C@H]1CC=C(C2)C)O)CCCCC (6S,6Ar,10aR)-6,9-dimethyl-3-pentyl-6a,7,10,10a-tetrahydro-6H-benzo[c]chromen-1-ol